COC(=O)C(=O)OC The molecule is a diester, a methyl ester and a member of dicarboxylic acids and O-substituted derivatives. It derives from an oxalic acid.